cobalt(II) perchlorate Cl(=O)(=O)(=O)[O-].[Co+2].Cl(=O)(=O)(=O)[O-]